N1C(=CC2=CC=CC=C12)/C=C/C=O (E)-3-(1H-INDOL-2-YL)-2-PROPENAL